methyl 4-amino-1-(2,6-dichloro-4-methylphenyl)-6-oxo-1,6-dihydropyrimidine-5-carboxylate NC=1N=CN(C(C1C(=O)OC)=O)C1=C(C=C(C=C1Cl)C)Cl